C1(=CC=CC=2C(C3=CC=CC=C3C(C12)=O)=O)C1=CC=CC=2C(C3=CC=CC=C3C(C12)=O)=O bianthracene-9,9',10,10'-tetraone